N'-((8-cyano-1,2,3,5,6,7-hexahydro-s-indacen-4-yl)carbamoyl)-4-(2-hydroxypropan-2-yl)pyridine-2-sulfonimidamide C(#N)C=1C=2CCCC2C(=C2CCCC12)NC(=O)N=S(=O)(N)C1=NC=CC(=C1)C(C)(C)O